N1C=CC2=CC=C(C=C12)CCNCC(=O)O 2-{[2-(1H-indol-6-yl)ethyl]amino}acetic acid